1-cyclopentyl-6-fluoro-4-oxo-7-(tetrahydro-2H-pyran-3-ylamino)-1,4-dihydro-quinoline-3-carboxylic acid C1(CCCC1)N1C=C(C(C2=CC(=C(C=C12)NC1COCCC1)F)=O)C(=O)O